1,3-DIHYDROISOBENZOFURAN-4-OL C1OCC=2C(=CC=CC12)O